ICCCC#CCCCCCC(OCC)OCC 11-iodo-1,1-diethoxy-7-undecayne